FC(C1(CC1)C1=CC=C(C=N1)C(=O)O)(F)F 6-[1-(trifluoro-methyl)cyclopropyl]pyridine-3-carboxylic acid